IC1=C(C=CC=C1)N(C(OC(C)(C)C)=O)C1[C@H](C1)C1=CC=CC=C1 Tert-butyl (2-iodophenyl)((2R)-2-phenylcyclopropyl)carbamate